N-(2-(4-(2-(1,3-dioxolan-2-yl)-3-((4-methoxybenzyl)oxy)phenyl)-1H-pyrazol-1-yl)pyrimidin-4-yl)-5-isopropyl-8-(3-((methylsulfonyl)methyl)azetidin-1-yl)isoquinolin-3-amine O1C(OCC1)C1=C(C=CC=C1OCC1=CC=C(C=C1)OC)C=1C=NN(C1)C1=NC=CC(=N1)NC=1N=CC2=C(C=CC(=C2C1)C(C)C)N1CC(C1)CS(=O)(=O)C